1-(3-methoxybenzyl)-5-(methylcarbamoyl)-6-oxo-1,6-dihydropyridine-3-carboxylic acid methyl ester COC(=O)C1=CN(C(C(=C1)C(NC)=O)=O)CC1=CC(=CC=C1)OC